C1(=CC=CC=C1)COC(=O)C(CCC[C@H](NC(=O)OC(C)(C)C)C(=O)O)N 6-((phenylmethoxy)carbonyl)-N2-(tert-butoxycarbonyl)-L-lysine